O(Cl)Cl.[Cr+6] chromium(VI) oxychloride